ClC=1C=C2C=CC(=CC2=CC1)NCC(CN1CCN(CC1)S(=O)(=O)C1=C(C=CC=C1)Cl)O 1-((6-chloronaphthalen-2-yl)amino)-3-(4-((2-chlorophenyl)sulfonyl)piperazin-1-yl)propan-2-ol